C(=CC)OP1=NP=NP=N1 Propenyloxycyclotriphosphazene